ClC1=C(C(=CC=C1)Cl)C=1C(N=CN2N=C(C=CC21)SC2=C(C=C(C=C2)F)F)=O 5-(2,6-Dichlorophenyl)-2-(2,4-difluorophenylsulfanyl)-6H-pyrimido[3,4-b]pyridazin-6-one